N1(CCCCC1)C1CCN(CC1)C([C@@H](CC(=O)N1CCC(CC1)N1C(NC2=C(C=CC=C2C1)F)=O)CC=1C=C2C=NNC2=C(C1)C)=O |r| (±)-1-[1,4']Bipiperidinyl-1'-yl-4-[4-(8-fluoro-2-oxo-1,4-dihydro-2H-quinazolin-3-yl)-piperidin-1-yl]-2-(7-methyl-1H-indazol-5-ylmethyl)-butane-1,4-dione